1-bromo-8-chloro-3-(5-(difluoromethyl)-1,3,4-thiadiazol-2-yl)-N-(1-(fluoromethyl)cyclopropyl)indolizine-6-sulfonamide BrC=1C=C(N2C=C(C=C(C12)Cl)S(=O)(=O)NC1(CC1)CF)C=1SC(=NN1)C(F)F